Dichloro(phenyl)ruthenium (II) Cl[Ru-](C1=CC=CC=C1)Cl